C(C)(C)(C)C=1C=C(C=CC=2NNC(C2)C2=CC(=CC(=C2)C(C)(C)C)C(C)(C)C)C=C(C1)C(C)(C)C 3-(3,5-di-tert-butyl-styryl)-5-(3,5-di-tert-butyl-phenyl)-pyrazoline